F[C@H]1[C@@H]2CCC[C@H](C[C@H]1OC1=CC=C(N=N1)C1=C(C=C3C=CN(C(C3=C1)=O)C)O)N2 7-(6-(((1s,2s,3r,5r)-2-fluoro-9-azabicyclo[3.3.1]non-3-yl)oxy)pyridazin-3-yl)-6-hydroxy-2-methylisoquinolin-1(2H)-one